NC1=NC(=C(C(=C1C#N)C=1C=C(C=CC1)C1=C(C=CC=C1)F)C#N)N1CCCCC1 2-amino-4-(2'-fluoro-[1,1'-biphenyl]-3-yl)-6-(piperidin-1-yl)pyridine-3,5-dinitrile